Cl.C1(CC1)CNC1CN(C1)C(=O)C=1C=C(CC2=NNC(C3=CC=CC=C23)=O)C=CC1F 4-(3-(3-((cyclopropylmethyl)amino)azetidine-1-carbonyl)-4-fluorobenzyl)phthalazin-1(2H)-one hydrochloride